2-(4-(4-Chloro-2-(4-methyl-4H-1,2,4-triazol-3-yl)phenyl)-6-cyclopropylpyridin-2-yl)-6-((((1-hydroxycyclobutyl)methyl)(methyl)amino)methyl)isoindolin-1-one ClC1=CC(=C(C=C1)C1=CC(=NC(=C1)C1CC1)N1C(C2=CC(=CC=C2C1)CN(C)CC1(CCC1)O)=O)C1=NN=CN1C